CO[C@H]1C[C@@H](N(C[C@H]1C)C(=O)OC(C)(C)C)C1=CC=CC=C1 tert-butyl (2R,4S,5R)-4-methoxy-5-methyl-2-phenyl-piperidine-1-carboxylate